benzyl (1S,4S,5R)-[[4-cyclopropyl-1-(2,6-dimethylphenyl)-1H-pyrazol-5-yl]methoxy]-2-azabicyclo[2.2.1]heptane-2-carboxylate C1(CC1)C=1C=NN(C1CO[C@@]12N(C[C@@H](CC1)C2)C(=O)OCC2=CC=CC=C2)C2=C(C=CC=C2C)C